C(=O)(OCC1C2=CC=CC=C2C2=CC=CC=C12)N[C@H](C(C1=CC=CC=C1)C1=CC=CC=C1)C(=O)O Fmoc-3,3-diphenyl-D-alanine